N1(C=CC=CC=C1)NC(=O)NS(=O)(=O)C1=CC=C(C=C1)C N-(azepin-1-ylcarbamoyl)-4-methylbenzenesulfonamide